1-[(1S)-2,3-Dihydro-1H-inden-1-yl]piperidin-4-one [C@@H]1(CCC2=CC=CC=C12)N1CCC(CC1)=O